3-(5-cyclobutyl-1,3-thiazol-2-yl)-N-[(1R)-1-(5-methylpyrazin-2-yl)ethyl]-5-[(2R)-tetrahydrofuran-2-ylmethoxy]benzamide C1(CCC1)C1=CN=C(S1)C=1C=C(C(=O)N[C@H](C)C2=NC=C(N=C2)C)C=C(C1)OC[C@@H]1OCCC1